FC1=C(C(=CC=C1[N+](=O)[O-])F)C=1C(=NN(N1)C)C(C)N(C(OC(C)(C)C)=O)C tert-butyl (1-(5-(2,6-difluoro-3-nitrophenyl)-2-methyl-2H-1,2,3-triazol-4-yl)ethyl)(methyl)carbamate